2-Chloro-N-(5-fluoropyridin-2-yl)acetamide ClCC(=O)NC1=NC=C(C=C1)F